(S)-2-fluoro-5-(6-((1-hydroxypropan-2-yl)amino)-5-(1-methyl-1H-pyrazol-4-yl)pyridin-3-yl)-N-(isoxazol-3-yl)-4-methylbenzamide FC1=C(C(=O)NC2=NOC=C2)C=C(C(=C1)C)C=1C=NC(=C(C1)C=1C=NN(C1)C)N[C@H](CO)C